3-chloro-4-[(3,5-difluoropyridin-2-yl)methoxy]-2'-[2-(1-hydroxy-2-methylpropan-2-yl)pyrimidin-4-yl]-5',6-dimethyl-[1,4'-bipyridin]-2-one ClC=1C(N(C(=CC1OCC1=NC=C(C=C1F)F)C)C1=CC(=NC=C1C)C1=NC(=NC=C1)C(CO)(C)C)=O